COCC1(C(NC(C1)=O)=O)C1=NC=C(C=C1)C(=O)N1CCC(CC1)C1=NNC(=C1)C1=CC=C(C=C1)C 3-methoxymethyl-3-{5-[4-(5-p-tolyl-1H-pyrazol-3-yl)piperidine-1-carbonyl]pyridin-2-yl}pyrrolidine-2,5-dione